NCCC1(CCN(CC1)C(=O)OC(C)(C)C)O tert-butyl 4-(2-aminoethyl)-4-hydroxy-piperidine-1-carboxylate